C(#N)C=1C=CC(=C2C=CC=NC12)OC1CCC(CC1)NC(OC(C)(C)C)=O tert-butyl ((1r,4r)-4-((8-cyanoquinolin-5-yl)oxy)cyclohexyl)carbamate